(1R,2R,4S,5R)-2-(hydroxymethyl)-2-(methoxymethyl)-4-methyl-5-(trifluoromethyl)quinuclidin-3-one OC[C@@]1(N2C[C@@H]([C@@](C1=O)(CC2)C)C(F)(F)F)COC